FC1(CCN(CC1)C(=O)OC(C)(C)C)CN1N=CC(=C1)[N+](=O)[O-] tert-butyl 4-fluoro-4-[(4-nitro-1H-pyrazol-1-yl)methyl]piperidine-1-carboxylate